(S)-N-(5-(4-methylphenylsulfonamido)-6-(4-morpholinophenylamino)-6-oxohexyl)-5-(trifluoromethyl)pyridinecarboxamide CC1=CC=C(C=C1)S(=O)(=O)N[C@@H](CCCCNC(=O)C1=NC=C(C=C1)C(F)(F)F)C(=O)NC1=CC=C(C=C1)N1CCOCC1